(3-benzyl-3-(1-(4-fluorophenyl)-6-methyl-1H-indazol-5-yl)pyrrolidin-1-yl)(phenyl)methanone C(C1=CC=CC=C1)C1(CN(CC1)C(=O)C1=CC=CC=C1)C=1C=C2C=NN(C2=CC1C)C1=CC=C(C=C1)F